4-chloro-7-(2-fluoro-4-(pyrrolidin-1-ylmethyl)phenyl)quinoline ClC1=CC=NC2=CC(=CC=C12)C1=C(C=C(C=C1)CN1CCCC1)F